C(C1=CC=CC=C1)(C1=CC=CC=C1)(C1=CC=CC=C1)N1C(N([C@]2(C[C@H](O)[C@@H](CO)O2)N2CCOCC2)C=C(C1=O)C)=O N-trityl-morpholinothymidine